(S)-1-((tert-butoxycarbonyl)glycyl)pyrrolidine-2-carboxamide C(C)(C)(C)OC(=O)NCC(=O)N1[C@@H](CCC1)C(=O)N